[Li+].OC[C@@H]1C[C@H](C1)C(=O)[O-] trans-3-hydroxymethylcyclobutane-1-carboxylic acid, lithium salt